N,O-dimethyl-hydroxylamine HCl salt Cl.CNOC